(Z)-2-(2-(2-bromo-3-chlorophenyl)hydrazineylidene)-hexanedioate BrC1=C(C=CC=C1Cl)N\N=C(/C(=O)[O-])\CCCC(=O)[O-]